4-(8-((5-chloro-6-fluoro-1H-indazol-4-yl)oxy)-3-cyano-2-((2-ethyl-1,2,3,4-tetrahydroisoquinolin-5-yl)oxy)-1,7-naphthyridin-4-yl)piperazine-1-carboxylic acid tert-butyl ester C(C)(C)(C)OC(=O)N1CCN(CC1)C1=C(C(=NC2=C(N=CC=C12)OC1=C2C=NNC2=CC(=C1Cl)F)OC1=C2CCN(CC2=CC=C1)CC)C#N